N-(1-cyanocyclopropyl)-3-(4-hydroxy-4,5,6,7-tetrahydropyrazolo[1,5-a]pyridin-2-yl)-8-(4-isobutyrylpiperazin-1-yl)-N-(4-methoxybenzyl)imidazo[1,2-a]pyridine-6-sulfonamide C(#N)C1(CC1)N(S(=O)(=O)C=1C=C(C=2N(C1)C(=CN2)C2=NN1C(C(CCC1)O)=C2)N2CCN(CC2)C(C(C)C)=O)CC2=CC=C(C=C2)OC